(R)-4-(3-methylmorpholino)pyridin-3-amine C[C@@H]1COCCN1C1=C(C=NC=C1)N